CN(C(=S)CCCS(=O)(=S)[O-])C.[Na+] sodium 3-(N,N-dimethylthiocarbamoyl)-thiopropanesulfonate